[N+](=O)([O-])C1=C(C=CC=C1)S(=O)(=O)N(C(OC(C)(C)C)=O)CCCCCCCC\C=C/C\C=C/CCCCC tert-Butyl [(2-nitrophenyl)sulfonyl][(9Z,12Z)-octadeca-9,12-dien-1-yl]carbamate